[N+](=O)([O-])C=1C=C(C=CC1N1CCN(CC1)C1=NC=CC=N1)S(=O)(=O)NCC1=NC=CC=C1 3-nitro-N-(pyridin-2-ylmethyl)-4-[4-(pyrimidin-2-yl)piperazin-1-yl]benzenesulfonamide